CN(S(=O)(=O)C(C(F)(F)F)(F)F)C N,N-dimethyl-pentafluoroethylsulfonamide